potassium 1,2,4-butanetriol C(C(CCO)O)O.[K]